9-bromoimidazo[2,1-f][1,6]naphthyridine BrC=1C=NC=2C=CN3C(C2C1)=NC=C3